C(C1=CC=CC=C1)OC(NC=1N=NC(=CC1)N1CC(CC1)O)=O (6-(3-Hydroxypyrrolidin-1-yl)pyridazin-3-yl)carbamic acid benzyl ester